methyl 4-acetylamino-1-(1-(difluoromethyl) cyclopropyl)-6-oxo-1,6-dihydropyridine-3-carboxylate C(C)(=O)NC=1C(=CN(C(C1)=O)C1(CC1)C(F)F)C(=O)OC